3-methyl-3,8-diazabicyclo[3.2.1]octane-8-carbothioamide CN1CC2CCC(C1)N2C(N)=S